C(C)(C)C1=C2C=CN=CC2=C(N=C1)N1CC(C1)OC 5-isopropyl-8-(3-methoxyazetidin-1-yl)-2,7-naphthyridin